ClC=1C(=C(C=CC1)[C@H](NC(=O)N1[C@@H](C(NCC1)=O)C)[C@@H]1C[C@H](C1)C(F)(F)F)F (2R)-N-((R)-(3-chloro-2-fluorophenyl)(trans-3-(trifluoromethyl)cyclobutyl)-methyl)-2-methyl-3-oxopiperazine-1-carboxamide